FC(CCN1N=NC2=C1C=C(C=C2)C=2C(=CN1N=C(N=C(C12)OC)NC1CCC(CC1)(O)C)F)F (1r,4r)-4-((5-(1-(3,3-difluoropropyl)-1H-benzo[d][1,2,3]triazol-6-yl)-6-fluoro-4-methoxypyrrolo[2,1-f][1,2,4]triazin-2-yl)amino)-1-methylcyclohexan-1-ol